N-[(2S)-1-[4-(3,4-dichlorobenzenesulfonyl)piperazin-1-yl]propan-2-yl]-8-(pyridin-3-yl)quinazolin-4-amine ClC=1C=C(C=CC1Cl)S(=O)(=O)N1CCN(CC1)C[C@H](C)NC1=NC=NC2=C(C=CC=C12)C=1C=NC=CC1